1H-Tetrazol-5-ylacetic acid N1N=NN=C1CC(=O)O